N1C(C=CC2=CN=CC=C12)=O 1,6-naphthyridin-2-one